C(C)(C)(C)OC(=O)N1CC2N(C(C1)C2)C(C=2N=NNN2)C2=CC=CC=C2 6-(phenyl-(2H-tetrazol-5-yl)methyl)-3,6-diazabicyclo[3.1.1]heptane-3-carboxylic acid tert-butyl ester